1-[(8aS)-6-chloro-5-(2-chloro-6-hydroxy-phenyl)-8a,9,11,12-tetrahydropyrazino[2',1':3,4][1,4]oxazepino[5,6,7-de]quinazolin-10(8H)-yl]prop-2-en-1-one ClC1=C2C3=C(N=CN=C3C=C1C1=C(C=CC=C1O)Cl)N1[C@H](CO2)CN(CC1)C(C=C)=O